C(C)(C)C1=CC=C(CN2C[C@@H](N(C[C@H]2C)C=2C3=C(N(C(N2)=O)C)C=CC(=N3)C#N)C)C=C1 4-((2s,5r)-4-(4-isopropylbenzyl)-2,5-dimethylpiperazin-1-yl)-1-methyl-2-oxo-1,2-dihydropyrido[3,2-d]pyrimidine-6-carbonitrile